[N+](=O)([O-])C1=CC=C(C=C1)N1N=C2C(=C1)CN(C2)C(=O)OC(C)(C)C tert-butyl 2-(4-nitrophenyl)-2,6-dihydropyrrolo[3,4-c]pyrazole-5(4H)-carboxylate